1,1-dioxo-1-thiomorpholine HCl salt Cl.O=S1(CCNCC1)=O